(S)-3-(5-cyclopropyl-3-((7-methoxy-1-methyl-6-(pyrazolo[1,5-a]pyrazin-3-yloxy)-1H-imidazo[4,5-b]pyridin-2-yl)amino)-2-oxopyridin-1(2H)-yl)butanenitrile C1(CC1)C=1C=C(C(N(C1)[C@H](CC#N)C)=O)NC=1N(C=2C(=NC=C(C2OC)OC=2C=NN3C2C=NC=C3)N1)C